ClC1=CC(=C(C=C1)C1=NC(=CC=2C1=NC(=C(N2)C)C)N2C[C@@H](OCC2)C=2C=NN(C2)C)F 5-(4-chloro-2-fluorophenyl)-2,3-dimethyl-7-((2S)-2-(1-methyl-1H-pyrazol-4-yl)-4-morpholinyl)pyrido[3,4-b]pyrazine